BrC=1C=CC=2N(C3=CC=C(C=C3OC2C1)Br)CCNCCO 2-{[2-(3,7-dibromophenoxazin-10-yl)ethyl]amino}ethanol